C(C)C=1C(NC=2C=C(C=NC2C1)CN1CCN(CC1)C=1C=CC(=NC1)C(=O)N[C@H]1[C@H](C1)F)=O 5-(4-((7-Ethyl-6-oxo-5,6-dihydro-1,5-naphthyridin-3-yl)methyl)piperazin-1-yl)-N-((1R,2S)-2-fluorocyclopropyl)pyridinecarboxamide